4-((R)-4-methyl-2,5-dioxoimidazolidin-4-yl)benzoic acid C[C@@]1(NC(NC1=O)=O)C1=CC=C(C(=O)O)C=C1